OC1=C(C(=CC(=C1)OC)OC)C(\C=C\C1=CC=C(C=C1)[N+](=O)[O-])=O (E)-1-(2-hydroxy-4,6-dimethoxyphenyl)-3-(4-nitrophenyl)prop-2-en-1-one